COC(=O)C12CC3(CC(CC(C1)(C3)NC)(C2)C)C 3,5-dimethyl-7-(methylamino)adamantane-1-carboxylic acid methyl ester